C(C)(C)C1=CC=2C(C3=CC=C(C=C3NC2C=C1)OC1=CC=CC=C1)(C)C 2-Isopropyl-9,9-dimethyl-6-phenoxy-9,10-dihydroacridine